C(CCCCCCCC)C=1C(=C(C(=C2C=CC=CC12)S(=O)(=O)O)S(=O)(=O)O)CCCCCCCCC bis-nonyl-naphthalenedisulfonic acid